2-hydrazineyl-5-phenylthiazole N(N)C=1SC(=CN1)C1=CC=CC=C1